O1C(CCCC1)OC1=CC2=C(NC(O2)=O)C=C1 6-(tetrahydro-2H-pyran-2-oxy)benzoxazolone